1-amino-15-oxo-4,7,10-trioxa-14-azaoctadecane-18-oic acid ethyl ester C(C)OC(CCC(NCCCOCCOCCOCCCN)=O)=O